O=C1N(CCC(N1)=O)C=1C=C2C(=NC1)N(C=C2C)[C@@H]2[C@H](CN(CC2)C(=O)OC(C)(C)C)F tert-Butyl (3S,4S)-4-(5-(2,4-dioxotetrahydropyrimidin-1(2H)-yl)-3-methyl-1H-pyrrolo[2,3-b]pyridin-1-yl)-3-fluoropiperidine-1-carboxylate